2-[(diphenylmethylene)amino]-3-(1,2-oxazol-3-yl)propionic acid ethyl ester C(C)OC(C(CC1=NOC=C1)N=C(C1=CC=CC=C1)C1=CC=CC=C1)=O